C1(CCC1)CCCC=1C=C(C=C(C1)O)O 5-(3-Cyclobutylpropyl)benzene-1,3-diol